1-tert-butyl 2-methyl 6-methoxy-2,3-dihydroindole-1,2-dicarboxylate COC1=CC=C2CC(N(C2=C1)C(=O)OC(C)(C)C)C(=O)OC